C1[C@@H]([C@H](O[C@H]1N2C=NC3=C2N=CNC3=O)COP(=O)([O-])[O-])O The molecule is a 2'-deoxyribonucleoside 5'-monophosphate(2-) obtained by deprotonation of the phosphate OH groups of 2'-deoxyinosine 5'-monophosphate; major species at pH 7.3. It has a role as a human metabolite. It is a 2'-deoxynucleoside 5'-monophosphate(2-) and a purine 2'-deoxyribonucleoside 5'-phosphate(2-). It is a conjugate base of a 2'-deoxyinosine-5'-monophosphate.